2-({[(9H-fluoren-9-yl)methoxy]carbonyl}[3-(pyridin-4-yl)propyl]amino)acetic acid C1=CC=CC=2C3=CC=CC=C3C(C12)COC(=O)N(CC(=O)O)CCCC1=CC=NC=C1